1-(4-{6-[(3S)-3-amino-1,3-dihydrospiro[inden-2,4'-piperidin]-1'-yl]-1H-pyrazolo[3,4-b]pyrazin-3-yl}-1,2,3,4-tetrahydroquinoxalin-1-yl)ethan-1-one N[C@@H]1C2=CC=CC=C2CC12CCN(CC2)C2=CN=C1C(=N2)NN=C1N1CCN(C2=CC=CC=C12)C(C)=O